1,3-bis(diphenoxyphosphonooxy)-benzene O(C1=CC=CC=C1)OP(=O)(OOC1=CC=CC=C1)OC1=CC(=CC=C1)OP(=O)(OOC1=CC=CC=C1)OOC1=CC=CC=C1